FC(C=1C=C(C=CC1F)O)F 3-(difluoromethyl)-4-fluorophenol